(±)-[1-tert-butyl-3-(3,3-dimethoxycyclopentyl)-1H-pyrazol-5-yl] carbamate C(N)(OC1=CC(=NN1C(C)(C)C)[C@H]1CC(CC1)(OC)OC)=O |r|